sodium 4-chloro-2',3',4',6,6-pentafluoro-[1,1'-biphenyl]-3-sulfinate ClC1=C(C=C(C(C1)(F)F)C1=C(C(=C(C=C1)F)F)F)S(=O)[O-].[Na+]